tert-butyl (2-bromo-9-fluoro-3-(hydroxymethyl)-1-carbonyl-6,7-dihydro-1H,5H-pyrido[3,2,1-ij]quinolin-7-yl)(methyl)carbamate BrC1=C(N2C3=C(C=C(C=C3C1=C=O)F)C(CC2)N(C(OC(C)(C)C)=O)C)CO